2-chloro-3,4-dimethoxy-cyclohexane-2,4-diene-1-sulfonyl chloride ClC=1C(CC=C(C1OC)OC)S(=O)(=O)Cl